ClC=1C(=C2N=C(N=C3C2=C(CC[C@H]2[C@@H]4CC[C@H](CN32)N4C(=O)OC(C)(C)C)N1)S(=O)(=O)CC)F tert-butyl (5aS,6S,9R)-2-chloro-12-(ethylsulfonyl)-1-fluoro-4,5,5a,6,7,8,9,10-octahydro-3,10a,11,13,14-pentaaza-6,9-methanonaphtho[1,8-ab]heptalene-14-carboxylate